BrC1=CC(=C(C=C1)NC1COC1)I N-(4-bromo-2-iodo-phenyl)oxetan-3-amine